FC(C(=O)O)=CC1=CC=C(C=C1)OC 2-fluoro-3-(4-methoxyphenyl)acrylic acid